FC1=CC=C(C=C1)C(=O)N1[C@@H](C=2N(CC1)C(=NC2)C2=NC(=NS2)C)C (R)-(4-fluorophenyl)(8-methyl-3-(3-methyl-1,2,4-thiadiazol-5-yl)-5,6-dihydroimidazo[1,5-a]pyrazin-7(8H)-yl)methanone